bis-tert-butyl-(4-dimethylaminophenyl)palladium (II) dichloride C(C)(C)(C)[Pd-3](C1=CC=C(C=C1)N(C)C)(C(C)(C)C)(Cl)Cl